F[C@@H]1[C@@H](C1)C(=O)NC1=CC=C2C(=N1)N(C=C2C=2C=C1C(=NC2OC)SC=N1)COCC[Si](C)(C)C (1S,2S)-2-fluoro-N-(3-[5-methoxy-[1,3]thiazolo[5,4-b]pyridin-6-yl]-1-[[2-(trimethylsilyl)ethoxy]methyl]pyrrolo[2,3-b]pyridin-6-yl)cyclopropane-1-carboxamide